silicon-di-oxide [Si](=O)=O